ClC1=C(C=CC(=C1)[N+](=O)[O-])NC(=O)C1=C(C2=CC=CC=C2C=C1)O N-(2-chloro-4-nitrophenyl)-1-hydroxy-2-naphthamide